[(3S)-3-(1H-1,2,4-Triazol-5-yl)pyrrolidin-1-yl]-[7-[[3-(trifluoromethylsulfonyl)phenyl]methyl]-2,7-diazaspiro[3.5]nonan-2-yl]methanone N1N=CN=C1[C@@H]1CN(CC1)C(=O)N1CC2(C1)CCN(CC2)CC2=CC(=CC=C2)S(=O)(=O)C(F)(F)F